BrC=1C=C(C(=O)N(C)OC)C=C(N1)Br 2,6-dibromo-N-methoxy-N-methylisonicotinamide